5-amino-N-(1-(4-cyclopropyl-2-fluorophenyl)ethyl)-N-ethyl-1-((2-(trimethylsilyl)ethoxy)methyl)-6,8-dihydro-1H-furo[3,4-d]pyrrolo[3,2-b]pyridine-2-carboxamide NC1=C2C(=C3C(=N1)C=C(N3COCC[Si](C)(C)C)C(=O)N(CC)C(C)C3=C(C=C(C=C3)C3CC3)F)COC2